ClC=1C(=C(CNC(=O)C=2N=NN(C2)CC=2N=C3N(C=C(C=C3CCC(=O)OCC)C3CC3)C2)C(=CC1)N1N=NN=C1)F ethyl 3-(2-((4-((3-chloro-2-fluoro-6-(1H-tetrazol-1-yl)benzyl)carbamoyl)-1H-1,2,3-triazol-1-yl)methyl)-6-cyclopropylimidazo[1,2-a]pyridin-8-yl)propanoate